CN1C=NC2=C1C=C(C=C2)C2=NN=C(O2)C=2C=C1C(=NNC1=CC2)N 5-[5-(1-methyl-1H-1,3-benzodiazol-6-yl)-1,3,4-oxadiazol-2-yl]-1H-indazol-3-amine